8-Methyl-2-(pyrimidin-5-ylmethyl)-N-[(2S)-tetrahydrofuran-2-ylmethyl]-4,5-dihydro-2H-furo[2,3-g]indazole-7-carboxamide CC1=C(OC=2CCC3=CN(N=C3C21)CC=2C=NC=NC2)C(=O)NC[C@H]2OCCC2